Methyl 6'-Hydroxy-3'-(4-methoxyphenyl)-8'-oxo-8'H-spiro[cyclopentane-1,5'-indolizine]-7'-carboxylate OC=1C2(N3C(=CC=C3C(C1C(=O)OC)=O)C1=CC=C(C=C1)OC)CCCC2